NCC(CC(=O)O)CCCB(O)O 3-(aminomethyl)-6-dihydroxyboryl-hexanoic acid